1-chloro-2,3,3-trifluoropropylene ClC=C(C(F)F)F